4-(2-(pyridin-4-yl)-5-(3-(3-(trifluoromethoxy)phenyl)-1H-pyrazol-1-yl)pyrazolo[1,5-a]pyrimidin-7-yl)morpholine N1=CC=C(C=C1)C1=NN2C(N=C(C=C2N2CCOCC2)N2N=C(C=C2)C2=CC(=CC=C2)OC(F)(F)F)=C1